γ-glycidoxypropylmethoxyethoxyisopropylsilane C(C1CO1)OCCC[SiH](C(C)C)OCCOC